5-bromo-6-chloro-3-iodopyrazin-2-amine BrC=1N=C(C(=NC1Cl)N)I